NC1=CC=C(C=C1)N1CCNCC1 1-(4-aminophenyl)Piperazine